(silyl) borate B(O[SiH3])([O-])[O-]